ClC1=CC=C(S1)CN(C1=C(C(=NN1C(C1=C(C=CC=C1)F)=O)C1C(N(CCC1)S(=O)(=O)N1CCCC1)C(F)(F)F)C)C N-[(5-chlorothiophen-2-yl)methyl]-1-(2-fluorobenzoyl)-N,4-dimethyl-3-[1-(pyrrolidine-1-sulfonyl)-2-(trifluoromethyl)piperidin-3-yl]-1H-pyrazol-5-amine